P(=O)(O)(O)OC1[C@H](NC(C)=O)[C@@H](O)[C@H](O)[C@H](O1)CO N-Acetylglucosamine 1-phosphate